CN(C)C(CCC)=O N,N-dimethyl-butyrylAmine